C1(=CC(=CC=C1)C1(CCCCC1)C(=O)OCC)C ethyl 1-(m-tolyl)cyclohexane-1-carboxylate